6-[1-(2,2-difluoroethyl)-1H-pyrazolo[3,4-b]pyridin-6-yl]-2-[2-methyl-6-(trifluoromethyl)pyrimidin-4-yl]-2,6-diazaspiro[3.4]octane FC(CN1N=CC=2C1=NC(=CC2)N2CC1(CN(C1)C1=NC(=NC(=C1)C(F)(F)F)C)CC2)F